ClC=1C(=CC(=C(C1)CCCCN(C(OC(C)(C)C)=O)CC)C)COC1(CC1)C=1C=NC=CC1C1=C(C=CC=C1)OC1CC1 t-butyl (4-(5-chloro-4-((1-(4-(2-cyclopropoxyphenyl)pyridin-3-yl)cyclopropoxy) methyl)-2-methylphenyl)butyl)(ethyl)carbamate